Methyl-2-carboxy-pyrimidine CC1=NC(=NC=C1)C(=O)O